Cl.Cl.NCC1=CC=C(C(=N1)OC=1C=C(C=CC1)C[C@@H]1NCC([C@@H]1NS(=O)(=O)C)(F)F)C N-{(2S,3R)-2-[(3-{[6-(Aminomethyl)-3-methylpyridin-2-yl]oxy}phenyl)methyl]-4,4-difluoropyrrolidin-3-yl}methanesulfonamide dihydrochloride